trisodium zinc salt [Zn].[Na].[Na].[Na]